C(C)(=O)NC1=CC=C(C=C1)C1=C(C(=C(S1)NC1=C(C=CC=C1F)F)C(=O)NC=1N=NC(=CC1)OC)CN(C)C 5-(4-acetamidophenyl)-2-(2,6-difluorophenyl-amino)-4-(dimethylaminomethyl)-N-(6-methoxypyridazin-3-yl)thiophene-3-carboxamide